BrC=1C=NN2N=C(C=CC21)C=2C=NN(C2)C 3-bromo-6-(1-methyl-1H-pyrazol-4-yl)pyrazolo[1,5-b]pyridazine